NC=1C=C(C=CC1)C(=O)C1=CNC2=CC=C(C=C12)OCCN(C)C (3-aminophenyl)(5-(2-(dimethylamino)ethoxy)-1H-indol-3-yl)methanone